pentagalloyl-fructose C(C1=CC(O)=C(O)C(O)=C1)(=O)[C@@]([C@]([C@@](C(C(O)(C(C1=CC(O)=C(O)C(O)=C1)=O)C(C1=CC(O)=C(O)C(O)=C1)=O)=O)(O)C(C1=CC(O)=C(O)C(O)=C1)=O)(O)C(C1=CC(O)=C(O)C(O)=C1)=O)(O)CO